N-[2-methyl-4-(trifluoromethyl)phenyl]acetamide CC1=C(C=CC(=C1)C(F)(F)F)NC(C)=O